O1C=C(C2=C1C=CC=C2)C=2C=C(NC2)C(C(=O)O)CC=O (4-(benzofuran-3-yl)-1H-pyrrol-2-yl)-4-oxobutanoic acid